NC1=C(C(=O)NC2CCN(C3(CC3)C2)C(=O)OC(C)(C)C)C(=CC(=C1)Br)F tert-butyl 7-(2-amino-4-bromo-6-fluorobenzamido)-4-azaspiro[2.5]octane-4-carboxylate